8-Chloro-2-(1-(((3S,4R)-3-fluoro-1-methylpiperidin-4-yl)methyl)-1H-pyrazol-4-yl)-7-((2-methyl-1H-benzo[d]imidazol-6-yl)oxy)quinoxaline ClC=1C(=CC=C2N=CC(=NC12)C=1C=NN(C1)C[C@@H]1[C@@H](CN(CC1)C)F)OC=1C=CC2=C(NC(=N2)C)C1